5-amino-8-(2,6-dimethyl-1-oxido-pyridin-1-ylium-4-yl)-2-[(5-methyloxazol-4-yl)methyl]-7-phenyl-[1,2,4]triazolo[4,3-c]pyrimidin-3-one NC1=NC(=C(C=2N1C(N(N2)CC=2N=COC2C)=O)C2=CC([NH+](C(=C2)C)[O-])C)C2=CC=CC=C2